C1(CC1)S(=O)(=O)C1=CC=C(C=C1)C=1C(=C2N(C=CN=C2)C1)C(=O)N 7-(4-(cyclopropylsulfonyl)phenyl)pyrrolo[1,2-a]pyrazine-8-carboxamide